CC1=C2C(C(=CNC2=NC=C1)C(=O)O)=O 5-methyl-4-oxo-1,4-dihydro-1,8-naphthyridine-3-carboxylic acid